C(C1=CC=CC=C1)NC1=CC=C2C=CC=C(C2=C1)O 7-benzylamino-1-naphthol